Cl.N1=C2N(C(C=C1)=O)CC(N=C2)=O Z-pyrazino[1,2-a]pyrimidine-4,7(6H)-dione hydrochloride salt